N-((2-(4-bromophenyl)imidazo[1,2-a]pyridin-3-yl)methyl)-N-ethylethanamine BrC1=CC=C(C=C1)C=1N=C2N(C=CC=C2)C1CN(CC)CC